C(C)(C)(C)OC(=O)N(CC(=O)NC1(CC1)C(=O)NC/C=C/C(=O)OC)C1CCN(CC1)C(C)C1=CC=CC2=CC=CC=C12 methyl (E)-4-(1-(2-((tert-butoxycarbonyl)(1-(1-(naphthalen-1-yl)ethyl)piperidin-4-yl)amino)acetamido)cyclopropane-1-carboxamido)but-2-enoate